pyrazolo[1,5-a][1,3]diazepin N1C=CC=2N1C=CC=CN2